C1[C@H](O[C@H](C2=C1C(=C(C=C2)O)O)CN)C34CC5CC(C3)CC(C5)C4.Cl The molecule is a hydrochloride salt obtained by mixing equimolar amounts of (1R,3S)-3-(adamantan-1-yl)-1-(aminomethyl)-3,4-dihydroisochromene-5,6-diol with hydrochloric acid. Potent and selective dopamine D1-like receptor agonist (pEC50 values are 8.97 and < 5 for D1-like and D2-like receptors respectively). Displays anti-Parkinsonian activity following oral administration in vivo. It has a role as an antiparkinson drug and a dopamine agonist. It contains a (1R,3S)-3-(adamantan-1-yl)-1-(ammoniomethyl)-3,4-dihydroisochromene-5,6-diol(1+).